C(C)OC(=O)C1=C(C(=NN1CC)C)NC(CC(=O)OC)=O 1-ethyl-4-(3-methoxy-3-oxopropanamido)-3-methyl-1H-pyrazole-5-carboxylic acid ethyl ester